tert-butyl (R)-((8-(4,6-dimethylpyridin-3-yl)chroman-4-yl)methyl)carbamate CC1=C(C=NC(=C1)C)C=1C=CC=C2[C@@H](CCOC12)CNC(OC(C)(C)C)=O